C(C)(=O)O.C(C1=CC=CC=C1)N1CN(C=C1)CC1=CC=CC=C1 1,3-dibenzylimidazole acetate